C(C)(C)(C)OC(=O)N1CCC2(CCN(C2=O)C(C(=O)O)C(C)C)CC1 2-(8-(tert-butoxycarbonyl)-1-oxo-2,8-diazaspiro[4.5]decan-2-yl)-3-methylbutanoic acid